2-(3-butyl-7-chloro-3H-imidazo[4,5-c]pyridin-4-ylsulfanyl)acetamide C(CCC)N1C=NC2=C1C(=NC=C2Cl)SCC(=O)N